N1(CCOCC1)C1=CC=C2C=CN=CC2=C1 7-(morpholin-4-yl)isoquinolin